oxyethylammonium bromide CC([NH3+])O.[Br-]